NC1=NC=NC2=C1C1=C(CCCN3C1=CC=1C=CC(=CC31)C(=O)NOC)N2C(C)C 1-Amino-5-isopropyl-N-methoxy-5,6,7,8-tetrahydropyrimido[5'',4'':4',5']pyrrolo[3',2':3,4]azepino[1,2-a]indole-11-carboxamide